N-((1r,4r)-4-((3,3-Dimethylbutyl)(methyl)amino)cyclohexyl)-6-morpholinopyridine-3-sulfonamide CC(CCN(C1CCC(CC1)NS(=O)(=O)C=1C=NC(=CC1)N1CCOCC1)C)(C)C